C(=O)(OC(C)(C)C)N(CC(=O)O)C1=C(C=CC=C1)Cl (R)-N-Boc-(2-chlorophenyl)glycine